alpha-(methoxyimino)-2-furylacetic acid ammonium salt [NH4+].CON=C(C(=O)[O-])C=1OC=CC1